FC1=CC=C2C=NC(=NC2=C1)N[C@H]1CN(CC1)C(=O)C1=CC=C(C=C1)NC(CC)=O (R)-N-(4-(3-((7-fluoroquinazolin-2-yl)amino)pyrrolidine-1-carbonyl)phenyl)propionamide